2-(6,7-dimethoxy-4-oxoquinazolin-3(4H)-yl)-N'-(2-chlorophenyl)acethydrazide COC=1C=C2C(N(C=NC2=CC1OC)CC(=O)NNC1=C(C=CC=C1)Cl)=O